C(C)O[Si](CCCCN1N=C(N=C1N)CCCCCC1=NN(C(=N1)N)CCCC[Si](OCC)(OCC)OCC)(OCC)OCC 3,3'-pentamethylenebis{1-[4-(triethoxysilyl)butyl]-5-amino-1,2,4-triazole}